N6-(2-methoxy-4-pyridinyl)-1,3-benzothiazole-2,6-diamine COC1=NC=CC(=C1)NC1=CC2=C(N=C(S2)N)C=C1